C(CCCCCCCCCCC)(=O)[O-].[Ti+4].C(CCCCCCCCCCC)(=O)[O-].C(CCCCCCCCCCC)(=O)[O-].C(CCCCCCCCCCC)(=O)[O-] Titanium Laurate